tert-butyl (3S)-3-[3-(3-bromophenyl)-1-(tert-butoxy)-1-oxopropane-2-yl]pyrrolidine-1-carboxylate BrC=1C=C(C=CC1)CC(C(=O)OC(C)(C)C)[C@H]1CN(CC1)C(=O)OC(C)(C)C